FC1(CCC(CC1)CNC(=O)C1=CC=NC=2N1N=C(C2C(=O)N)COC)F N7-[(4,4-difluorocyclohexyl)methyl]-2-(methoxymethyl)pyrazolo[1,5-a]pyrimidine-3,7-dicarboxamide